1-(2,6-Bis-methylamino-8-propylamino-pyrimido[5,4-d]pyrimidin-4-yl-amino)-2-methyl-propan-2-ol CNC=1N=C(C2=C(N1)C(=NC(=N2)NC)NCCC)NCC(C)(O)C